7-fluoro-1-methyl-5-(5-((1-(trifluoromethyl)cyclopropyl)ethynyl)-3,4-dihydroquinolin-1(2H)-yl)-1H-[1,2,3]triazolo[4,5-c]isoquinoline FC=1C=CC=2C3=C(N=C(C2C1)N1CCCC2=C(C=CC=C12)C#CC1(CC1)C(F)(F)F)N=NN3C